ClC1=CC2=C(C=N1)C=C(N2COCC[Si](C)(C)C)[C@@H]2N(CCC2)C(=O)OC(C)(C)C tert-butyl (2R)-2-(6-chloro-1-[[2-(trimethylsilyl)ethoxy]methyl]pyrrolo[3,2-c]pyridin-2-yl)pyrrolidine-1-carboxylate